ClC=1C=C(C=CC1)[C@@]1([C@H](N[C@@H](CS1)C(=O)O)C)O (2R,3R,5R)-2-(3-chlorophenyl)-2-hydroxy-3-methylthiomorpholine-5-carboxylic acid